(1s,3s)-3-(2-chloro-3-(9-(5-chloro-2-cyanobenzyl)-6-(1-methylcyclopropoxy)-9H-purin-8-yl)phenoxy)cyclobutane-1-carboxylic acid ClC1=C(OC2CC(C2)C(=O)O)C=CC=C1C=1N(C2=NC=NC(=C2N1)OC1(CC1)C)CC1=C(C=CC(=C1)Cl)C#N